NCC=1OC2=C(C1)C=C(C=C2Cl)C2=CC=C(C=C2)C(=O)N2CC(C2)(F)F (4-(2-(aminomethyl)-7-chlorobenzofuran-5-yl)phenyl)(3,3-difluoroazetidin-1-yl)methanone